CC1=CC=C(C=C1)S(=O)(=O)OC1=CC(=C(C(=C1C)OCC1CCCCC1)C=O)OS(=O)(=O)C1=CC=C(C=C1)C 5-(Cyclohexylmethoxy)-4-formyl-6-methyl-1,3-phenylene bis(4-methylbenzenesulfonate)